C(C)(C)(C)OC(=O)N(C(OC(C)(C)C)=O)C1=NC=C(N=C1C=1OC(=NN1)C1=CC=CC=C1)C=1C=NC=CC1C#N tert-Butyl N-tert-butoxycarbonyl-N-[5-(4-cyano-3-pyridyl)-3-(5-phenyl-1,3,4-oxadiazol-2-yl)pyrazin-2-yl]carbamate